COC(CC(C(=O)C1=C(C(=C(C=C1)OC)C)F)C)=O 4-(2-fluoro-4-methoxy-3-methylphenyl)-3-methyl-4-oxobutanoic acid methyl ester